FC=1C=C(C=C(C1)F)S(=O)(=O)C=1C=C2C(=NNC2=CC1)\C=C\C1=CC=NC=C1 (E)-5-((3,5-difluorophenyl)sulfonyl)-3-(2-(pyridin-4-yl)vinyl)-1H-indazole